1,3-dibromo-5,5-dimethylimidazolidin-4-one BrN1CN(C(C1(C)C)=O)Br